ClC(C(F)F)(F)F 1-chloro-1,1,2,2-tetrafluoro-ethane